7-[4-[2-[tert-butyl(dimethyl)silyl]oxyethoxy]-5-chloro-2-thiazol-2-yl-phenyl]-N-[(2,4-dimethoxyphenyl)methyl]cinnolin-4-amine [Si](C)(C)(C(C)(C)C)OCCOC1=CC(=C(C=C1Cl)C1=CC=C2C(=CN=NC2=C1)NCC1=C(C=C(C=C1)OC)OC)C=1SC=CN1